N1(CCN(CC1)CCNC(=O)NCCCCCCCCCCCC)CCNC(=O)NCCCCCCCCCCCC 1,1'-(piperazine-1,4-diylbis(ethane-2,1-diyl)bis(3-dodecylurea))